CC1=NOC(=N1)C1NCC12CC(C2)=O (3-methyl-1,2,4-oxadiazol-5-yl)-2-azaspiro[3.3]heptan-6-one